1-tert-Butyl-3-[6-(cyclopropylamino)-2-fluoropyridin-3-yl]-N-[(3S)-9-fluoro-2-oxo-5-phenyl-1,3-dihydro-1,4-benzodiazepin-3-yl]pyrazole-4-carboxamide C(C)(C)(C)N1N=C(C(=C1)C(=O)N[C@@H]1C(NC2=C(C(=N1)C1=CC=CC=C1)C=CC=C2F)=O)C=2C(=NC(=CC2)NC2CC2)F